P(=O)(OCCOC(C(=C)C)=O)(OCCOC(C(=C)C)=O)[O-] bis-(2-methacryloyloxyethyl) phosphate